BrC1=C(C=CC(=C1)Cl)N1C=NC(=C1)F 1-(2-bromo-4-chlorophenyl)-4-fluoro-1H-imidazole